C(C)(=O)N1CCC(CC1)(OC)C1=CC2=C(N=CN=C2N[C@H](C)C2=NC=CC(=C2F)C(F)F)N(C1=O)C 6-(1-acetyl-4-methoxy-4-piperidinyl)-4-[[(1R)-1-[4-(difluoromethyl)-3-fluoro-2-pyridinyl]ethyl]amino]-8-methyl-pyrido[2,3-d]pyrimidin-7-one